FC=1C=C(C=CC1N1CCOCC1)C=1C2=C(N=CN1)C=CC(=N2)C2=CC(=NC=C2)N 4-(4-(3-fluoro-4-morpholinophenyl)pyrido[3,2-d]pyrimidin-6-yl)pyridin-2-amine